CN1CCC(CC1)NC(=O)C1=NC=NC2=CC=C(C=C12)C1=CNC2=NC=CC=C21 N-(1-Methylpiperidin-4-yl)-6-(1H-pyrrolo[2,3-b]pyridin-3-yl)quinazoline-4-carboxamide